N-(2-fluoro-5-(1-methyl-6-((5-methylthiazol-2-yl)amino)-1H-pyrrolo[3,2-c]pyridin-4-yl)phenyl)acrylamide FC1=C(C=C(C=C1)C1=NC(=CC2=C1C=CN2C)NC=2SC(=CN2)C)NC(C=C)=O